bis-(p-methylbenzyl) oxalate C(C(=O)OCC1=CC=C(C=C1)C)(=O)OCC1=CC=C(C=C1)C